CN1N=NC2=C1C=CC(=C2C)C(C(C(=O)O)(C)C)C2=CC(=C(C=C2)C)CN2C[C@@H](OC1=C(N=CC=3C=CC=CC13)C2)CC 3-(1,4-dimethyl-1H-benzo[d][1,2,3]triazol-5-yl)-3-(3-(((S)-2-ethyl-2,3-dihydro-[1,4]oxazepino[6,7-c]isoquinolin-4(5H)-yl)methyl)-4-methylphenyl)-2,2-dimethylpropanoic acid